OC1=C(C=C(C(=C1C)O)C)C(\C=C\C1=CC=C(C=C1)OC)=O (E)-1-(2,4-dihydroxy-3,5-dimethylphenyl)-3-(4-methoxyphenyl)prop-2-en-1-one